COC=1C=C(CC2=CC(=CC(=N2)C(=O)NC)C(=O)N[C@@H]2[C@H](C2)C)C=CC1 6-(3-methoxybenzyl)-N2-methyl-N4-((1S,2S)-2-methylcyclopropyl)pyridine-2,4-dicarboxamide